NC1=CC=CC(=N1)S(=O)(=O)NC(=O)C=1C(=NC(=CC1)C1=CCCC2(OCCO2)C1)OC1=C(C=C(C=C1C)C)C N-[(6-amino-2-pyridyl)sulfonyl]-6-(1,4-dioxaspiro[4.5]dec-8-en-9-yl)-2-(2,4,6-trimethylphenoxy)pyridine-3-carboxamide